benzyl ((trans-1-(5-((4-((4-(acetamidomethyl)piperidin-1-yl)methyl)-6-(3,5-dichlorophenyl)pyridin-2-yl)oxy)pyridin-2-yl)-4-hydroxypyrrolidin-3-yl)methyl)carbamate C(C)(=O)NCC1CCN(CC1)CC1=CC(=NC(=C1)C1=CC(=CC(=C1)Cl)Cl)OC=1C=CC(=NC1)N1C[C@H]([C@@H](C1)O)CNC(OCC1=CC=CC=C1)=O